S(=O)(=O)(O)O.S(=O)(=O)(O)O.S(=O)(=O)(O)O.S(=O)(=O)(O)O.S(=O)(=O)(O)O.OC=1N=C2N(C(C1C(=O)N)=O)CCCC2 2-hydroxy-4-oxo-6,7,8,9-tetrahydro-4H-pyrido[1,2-a]Pyrimidine-3-carboxamide pentasulfate